FC1=C(OC2=CC3=C(N=C(N=C3)NC(CCO)CCO)N(C2=O)C)C=CC(=C1)F 6-(2,4-Difluorophenoxy)-2-((1,5-dihydroxypentan-3-yl)amino)-8-methylpyrido[2,3-d]pyrimidin-7(8H)-one